3-(6-oxo-1'-((2-phenyl-1H-imidazol-4-yl)methyl)-6,8-dihydro-2H,7H-spiro[furo[2,3-e]isoindole-3,4'-piperidin]-7-yl)piperidine-2,6-dione O=C1N(CC2=C3C(=CC=C12)C1(CCN(CC1)CC=1N=C(NC1)C1=CC=CC=C1)CO3)C3C(NC(CC3)=O)=O